3-(2-((2-(4-(1-(3-aminopropyl)-1H-pyrazol-4-yl) phenoxy) ethoxy) imino)-2-(2-aminothiazol-4-yl) acetamido)-2,2-dimethyl-4-oxoazetidin-1-yl sulfate S(=O)(=O)(ON1C(C(C1=O)NC(C(C=1N=C(SC1)N)=NOCCOC1=CC=C(C=C1)C=1C=NN(C1)CCCN)=O)(C)C)[O-]